ClC1=C(C=C(CNC2CN(CCC2)C=2N=NC(=CC2)C2=C(C=CC=C2)OC)C=C1)C(F)(F)F N-(4-chloro-3-(trifluoromethyl)benzyl)-1-(6-(2-methoxyphenyl)pyridazin-3-yl)piperidin-3-amine